[6-(3-cyclopropyl-1H-1,2,4-triazol-5-yl)-2-azaspiro[3.3]heptan-2-yl]-[3-[3-(2-methylsulfonylphenyl)-1-bicyclo[1.1.1]pentanyl]azetidin-1-yl]methanone C1(CC1)C1=NNC(=N1)C1CC2(CN(C2)C(=O)N2CC(C2)C23CC(C2)(C3)C3=C(C=CC=C3)S(=O)(=O)C)C1